Cl.FC(C=1C=C(C=CC1)C#CC1CNCCC1)(F)F 3-((3-(Trifluoromethyl)phenyl)ethynyl)piperidine hydrochloride